C(C1=CC=CC=C1)(C1=CC=CC=C1)=NC=1N=NC=C(C1C(=O)N(C)C)C 3-(benzhydrylideneamino)-N,N,5-trimethyl-pyridazine-4-carboxamide